ClC1=CC(=C(C(=O)N)C=C1)NCCNCC 4-chloro-2-((2-(ethylamino)ethyl)amino)-benzamide